3-chloro-5H-imidazo[1,2-c]pyrido[3,4-e][1,3]oxazine ClC1=CN=C2N1COC1=C2C=NC=C1